[S-2].[Mn+2] manganese(II) sulfide